2-(3',4',5',6'-tetrakis(10-methylphenazin-5(10H)-yl)[1,1':2',1''-terphenyl]-3-yl)benzo[d]oxazole CN1C2=CC=CC=C2N(C=2C=CC=CC12)C1=C(C(=C(C(=C1N1C=2C=CC=CC2N(C2=CC=CC=C12)C)N1C=2C=CC=CC2N(C2=CC=CC=C12)C)N1C=2C=CC=CC2N(C2=CC=CC=C12)C)C1=CC(=CC=C1)C=1OC2=C(N1)C=CC=C2)C2=CC=CC=C2